(3,4-dihydroquinolin-1(2H)-yl)(3-(indolin-1-ylsulfonyl)phenyl)methanone N1(CCCC2=CC=CC=C12)C(=O)C1=CC(=CC=C1)S(=O)(=O)N1CCC2=CC=CC=C12